ClC1=C(C=CC=C1)C1C(NC=2C=C(C=C(C2C1=O)C(=O)OC)F)C methyl 3-(2-chlorophenyl)-7-fluoro-2-methyl-4-oxo-1,2,3,4-tetrahydroquinoline-5-carboxylate